4-fluoro-N-(5-fluoro-2-(2-methylpiperidin-3-yl)thieno[2,3-b]pyridin-4-yl)benzo[d]thiazol-5-amine FC1=C(C=CC2=C1N=CS2)NC2=C1C(=NC=C2F)SC(=C1)C1C(NCCC1)C